7-(Hydroxymethyl)furo[3,2-c]quinolin-4(5H)-one OCC=1C=CC=2C3=C(C(NC2C1)=O)C=CO3